ethyl (2S,5R)-5-({1-[2-hydroxy-4-(trifluoromethyl)phenyl]pyrido[3,4-d]pyridazin-4-yl} amino)-1-methylpiperidine-2-carboxylate OC1=C(C=CC(=C1)C(F)(F)F)C1=C2C(=C(N=N1)N[C@@H]1CC[C@H](N(C1)C)C(=O)OCC)C=NC=C2